tert-Butyl (3-aminobicyclo[1.1.1]pentan-1-yl)carbamate NC12CC(C1)(C2)NC(OC(C)(C)C)=O